ClC=1C(=NC=C(C1)C(F)(F)F)OC1CN(CC1)C1=C(C=CC=C1)C 3-chloro-2-(1-o-tolylpyrrolidin-3-yloxy)-5-(trifluoromethyl)pyridine